C1(=CC=CC=C1)C1(CC1)NC(=O)C=1C2=CC=CC2=CC1 pentalene-4-carboxylic acid (1-phenyl-cyclopropyl)-amide